diaminoethanal NC(C=O)N